7-(2-(4-(4-(2-methoxyethoxy)phenyl)-1-piperazinyl)ethyl)-7H-pyrazolo(4,3-e)(1,2,4)triazolo(1,5-c)pyrimidine-5-amine COCCOC1=CC=C(C=C1)N1CCN(CC1)CCN1N=CC=2C=3N(C(=NC21)N)N=CN3